C1(CC1)S(=O)(=O)NC1=CC=C(C=C1)C1=C2C(=NC(=C1)NC(=O)C1CC1)NC=C2 N-(4-(4-(cyclopropylsulfonamido)phenyl)-1H-pyrrolo[2,3-b]pyridin-6-yl)cyclopropylcarboxamide